((3-hydroxypropyl)azanediyl)bis(undecane-11,1-diyl) (2E,2'E)-bis(3-butyldec-2-enoate) C(CCC)\C(=C/C(=O)OCCCCCCCCCCCN(CCCCCCCCCCCOC(C=C(CCCCCCC)CCCC)=O)CCCO)\CCCCCCC